2'-amino-5,6-dimethoxy-1,3-dihydro-4'H-spiro[indene-2,5'-oxazol]-4'-one NC=1OC2(C(N1)=O)CC1=CC(=C(C=C1C2)OC)OC